N-(3-chloro-5-(morpholinomethyl)phenyl)-4-fluoro-7-methyl-1H-indole ClC=1C=C(C=C(C1)CN1CCOCC1)N1C=CC2=C(C=CC(=C12)C)F